methyl rac-(2R,6S)-6-[6-(8-ethynyl-7-fluoro-3-hydroxy-1-naphthyl)-7-fluoro-1-methyl-pyrazolo[4,3-c]pyridin-3-yl]-3-azabicyclo[3.1.0]hexane-2-carboxylate C(#C)C=1C(=CC=C2C=C(C=C(C12)C1=C(C2=C(C=N1)C(=NN2C)[C@H]2C1CN[C@H](C21)C(=O)OC)F)O)F |r|